COC=1C=C2CC[C@@H]([C@@H](C2=CC1)C1=CC=C(C=C1)O)C1=CC=CC=C1 4-((1R,2S)-6-methoxy-2-phenyl-1,2,3,4-tetrahydronaphthalen-1-yl)phenol